S1C(=NC2=C1C=CC=C2)NC2=C(C=C(N=N2)N(C=2S(C(=CN2)N2CCC(CC2)COC2=CC=CC=C2)C(=O)OCC)C)C ethyl 2-({6-[(1,3-benzothiazol-2-yl)amino]-5-methylpyridazin-3-yl}(methyl)amino)-5-[4-(phenoxymethyl)piperidin-1-yl]-1,3-thiazole-1-carboxylate